CC=1N=CC(=NC1)C=O (5-methylpyrazin-2-yl)methanone